Cl.COC(C=CC(COCC1=CC=CC=C1)N)=O 4-amino-5-(benzyloxy)pent-2-enoic acid methyl ester hydrochloride